N-(dihydroxycarbonylethyl)bicyclo[2.2.1]Hept-5-ene-2,3-dicarboximide OC(=O)C(CN1C(=O)C2C3C=CC(C2C1=O)C3)C(=O)O